ClC1=CC=C(C=C1)[C@H](CCO)NC(=O)C1(CCN(CC1)C=1C2=C(N=CN1)NC=C2)CNC(OC(C)(C)C)=O (S)-tert-butyl (4-(1-(4-chlorophenyl)-3-hydroxypropylcarbamoyl)-1-(7H-pyrrolo[2,3-d]pyrimidin-4-yl)piperidin-4-yl)methylcarbamate